N-(4-methoxy-5-((6-((R)-3-(3-methoxyphenyl)isoxazolidine-2-yl)pyrimidine-4-yl)amino)-2-((R)-3-morpholinopyrrolidine-1-yl)phenyl)acrylamide COC1=CC(=C(C=C1NC1=NC=NC(=C1)N1OCC[C@@H]1C1=CC(=CC=C1)OC)NC(C=C)=O)N1C[C@@H](CC1)N1CCOCC1